4-allyloxy-1-butanol C(C=C)OCCCCO